N2-(benzo[d]thiazol-2-yl)-N4-((1R,4S)-bicyclo[2.2.1]heptan-2-yl)-N6-((R)-pyrrolidin-3-yl)pyrimidine-2,4,6-triamine S1C(=NC2=C1C=CC=C2)NC2=NC(=CC(=N2)NC2[C@@H]1CC[C@H](C2)C1)N[C@H]1CNCC1